N-((3S,4S)-3-fluoro-1-methylpiperidin-4-yl)-2-(5-(((2-methoxy-4-(methylsulfonyl)phenyl)amino)methyl)-1,3,4-thiadiazol-2-yl)-1-(2,2,2-trifluoroethyl)-1H-indol-4-amine F[C@H]1CN(CC[C@@H]1NC=1C=2C=C(N(C2C=CC1)CC(F)(F)F)C=1SC(=NN1)CNC1=C(C=C(C=C1)S(=O)(=O)C)OC)C